OC(=CC(=O)O)CCCCCCCCC(CC)O 3,12-dihydroxytetradecenoic acid